C(C)OC=1C=C(CN2CCC(CC2)C(=O)N)C=CC1O 1-(3-ethoxy-4-hydroxybenzyl)piperidine-4-carboxamide